ClC1=NN(C(C=2N1C=1C=CC=CC1C2)=O)CC(=O)OC methyl 2-(4-chloro-1-oxo-[1,2,4]triazino[4,5-a]indol-2-yl)acetate